5-(3-(pyridin-3-yl)phenoxy)-1H-1,2,3-triazole-4-carboxylic acid N1=CC(=CC=C1)C=1C=C(OC2=C(N=NN2)C(=O)O)C=CC1